4-(5-(3,4-Dimethoxyphenyl)pyridin-3-yl)-1,2-oxaborolan-2-ol COC=1C=C(C=CC1OC)C=1C=C(C=NC1)C1CB(OC1)O